bromo-2-(1-tert-butyl-2-oxopyrrolidin-3-yl)-2,3-dihydro-1H-isoindol-1-one BrC1N(C(C2=CC=CC=C12)=O)C1C(N(CC1)C(C)(C)C)=O